NC1=NC=CC(=C1Cl)C(=C)C1=NNC2=NC(=CN=C21)N2CCC1(CC2)OC2=C([C@H]1N)C=CC=C2 (R)-1'-(3-(1-(2-amino-3-chloropyridin-4-yl)vinyl)-1H-pyrazolo[3,4-b]pyrazin-6-yl)-3H-spiro[benzofuran-2,4'-piperidine]-3-amine